[1,8]Naphthyridin-7-ol N1=CC=CC2=CC=C(N=C12)O